O1CCCC1 (S)-tetrahydro-furan